ClC1=C(C=C(C(=N1)C(F)(F)F)C(=O)OCC)C#N ethyl 6-chloro-5-cyano-2-(trifluoromethyl)pyridine-3-carboxylate